CC(/C=C/C(C(=O)O)NC(=O)C=1C=NN(C1)C1=CC=NC=C1)(C)C (E)-5,5-dimethyl-2-[1-(4-pyridinyl)-4-pyrazolylcarbonylamino]-3-hexenoic acid